C(=O)(OCC1=CC=CC=C1)NCC(=O)N N-Cbz-glycyl-ammonia